10'-bromospiro[fluorene-9,8'-indolo[3,2,1-de]acridine] BrC=1C=CC=2N3C4=C(C=CC=C4C4(C2C1)C1=CC=CC=C1C=1C=CC=CC14)C=1C=CC=CC13